ditolyl-octadecanol C1(=C(C=CC=C1)C(CCCCCCCCCCCCCCCCC)(O)C1=C(C=CC=C1)C)C